3-(3-(aminomethyl)pyrrolidin-1-yl)benzonitrile NCC1CN(CC1)C=1C=C(C#N)C=CC1